C(C)OC(=O)C=1C(=NOC1C1CC1)C=1C=NC(=CC1)C 5-cyclopropyl-3-(6-methylpyridin-3-yl)isoOxazole-4-carboxylic acid ethyl ester